C[C@@H]1COCCN1C=1C=2N(N=C(C1)N1CC3CCC(C1)O3)C(=CN2)C2=NN(C=C2)C2OCCCC2 3-(8-((R)-3-methylmorpholino)-3-(1-(tetrahydro-2H-pyran-2-yl)-1H-pyrazol-3-yl)imidazo[1,2-b]pyridazin-6-yl)-8-oxa-3-azabicyclo[3.2.1]octane